N,N'-Dioleyl-adipamid C(CCCCCCC\C=C/CCCCCCCC)NC(CCCCC(=O)NCCCCCCCC\C=C/CCCCCCCC)=O